C(#N)C=1C=C(C(=C2C=CNC12)CN1[C@H](C[C@@H](CC1)OCC)C1=CC=C(C(=O)O)C=C1)OC 4-((2R,4R)-1-((7-cyano-5-methoxy-1H-indol-4-yl)methyl)-4-ethoxypiperidin-2-yl)benzoic acid